C1(=CC=CC=C1)C=1C(N(C(C1)=O)C1CCOCC1)=O 3-phenyl-1-(tetrahydro-2H-pyran-4-yl)-1H-pyrrole-2,5-dione